5-(1-cyclohexenyl)-5-ethylbarbituric acid C1(=CCCCC1)C1(C(NC(NC1=O)=O)=O)CC